4-((6-(2-Aminoacetyl)-2-((4-cyanophenyl)amino)-5,6,7,8-tetrahydropyrido[4,3-d]pyrimidine-4-yl)oxy)-3,5-dimethylbenzonitrile NCC(=O)N1CC2=C(N=C(N=C2OC2=C(C=C(C#N)C=C2C)C)NC2=CC=C(C=C2)C#N)CC1